C12(CC(C1)C2)N2N=CC(=C2)C(=O)NC=2N=CC1=CC(=C(C=C1C2)C2CCN(CC2)[C@]2(COC[C@H]2F)C)Cl 1-(bicyclo[1.1.1]pentan-1-yl)-N-(7-chloro-6-(1-((3S,4S)-4-fluoro-3-methyltetrahydrofuran-3-yl)piperidin-4-yl)isoquinolin-3-yl)-1H-pyrazole-4-carboxamide